N(N=N)=O triazenone